N1C=CC=2C1=NC=C(C2)OC=2C=C(C=CC2C(=O)NS(=O)(=O)C2=CC(=C(C=C2)N2CC1(C2)CCOCC1)[N+](=O)[O-])C1=CC=C(C=C1)N1C(CCC1)C1=C(C=CC=C1)Cl 3-((1H-pyrrolo[2,3-b]pyridin-5-yl)oxy)-4'-(2-(2-chlorophenyl)pyrrolidin-1-yl)-N-((3-nitro-4-(7-oxa-2-azaspiro[3.5]nonan-2-yl)phenyl)sulfonyl)-[1,1'-biphenyl]-4-carboxamide